5-ethylthiotetrazoleN C(C)SC1NNN=N1